BrC1=CC(=CC2=C1SC(=C2)C=2SC(=C(N2)C)C(=O)OCC)OCC(C)C Ethyl 2-(7-bromo-5-isobutoxy-benzo[b]thiophen-2-yl)-4-methylthiazole-5-carboxylate